BrC1=CC=CC=2C3=CC=CC=C3C(C12)(CCCCCC)CCCCCC bromo-9,9-dihexyl-9H-fluorene